Cl.N[C@H]1[C@@H](CCCC1)O (1r,2r)-2-aminocyclohexanol hydrochloride